N-((1,2,3,5,6,7-Hexahydro-s-indacen-4-yl)carbamoyl)-3-(isopropylamino)propane-1-sulfonamide, Potassium Salt [K].C1CCC2=C(C=3CCCC3C=C12)NC(=O)NS(=O)(=O)CCCNC(C)C